7-octene-1-sulfonyl chloride C(CCCCCC=C)S(=O)(=O)Cl